CN(N=C(C)C)/C=C/C(=O)OCC Ethyl (2E)-3-[1-methyl-2-(propan-2-ylidene)-hydrazinyl]prop-2-enoate